ethyl 3-(2-chloro-4-fluoro-5-(3-methyl-2,6-dioxo-4-trifluoromethyl-3,6-dihydropyrimidine-1(2H)-yl)phenyl)-5-methyl-4,5-dihydroisoxazole-5-carboxylate ClC1=C(C=C(C(=C1)F)N1C(N(C(=CC1=O)C(F)(F)F)C)=O)C1=NOC(C1)(C(=O)OCC)C